OCCC1(COC2=C3CN(C(C3=CC=C21)=O)C2C(NC(CC2)=O)=O)C 3-[3-(2-hydroxyethyl)-3-methyl-6-oxo-2H,3H,6H,7H,8H-furo[2,3-e]isoindol-7-yl]piperidine-2,6-dione